N-[(3S)-piperidin-3-yl]pyrimidine N1C[C@H](CCC1)N1CN=CC=C1